OC(C)(C)C=1C(=C2C(=NC1)C(=C(S2)B(O)O)C)C (6-(2-hydroxypropan-2-yl)-3,7-dimethylthieno[3,2-b]pyridin-2-yl)boronic acid